C(C)(C)(C)OC(=O)N1CCC1 azetidine-1-Carboxylic acid tert-butyl ester